COCCC(=O)N1CC2=C(CC1)SC(=C2)C2=NOC(=N2)C(F)(F)F 3-methoxy-1-(2-(5-(trifluoromethyl)-1,2,4-oxadiazol-3-yl)-6,7-dihydrothieno[3,2-c]pyridin-5(4H)-yl)propan-1-one